IC1=CN(C2=CC=CC=C12)S(=O)(=O)C1=CC=C(C)C=C1 3-iodo-1-(4-toluenesulfonyl)-1H-indole